1,2,3,4-butanetetracarboxylic acid tetra(2-isobutylcyclohexylamide) C(C(C)C)C1C(CCCC1)NC(=O)CC(C(CC(=O)NC1C(CCCC1)CC(C)C)C(=O)NC1C(CCCC1)CC(C)C)C(=O)NC1C(CCCC1)CC(C)C